ClC=1C=CC2=C(C[C@@H](CC=3N2C(=NN3)[C@@H]3CC[C@H](CC3)OC3=NC=CC=C3)NC(C(CC)C)=O)C1 N-{(5S)-8-chloro-1-[trans-4-(pyridin-2-yloxy)cyclohexyl]-5,6-dihydro-4H-[1,2,4]triazolo[4,3-a][1]benzazepin-5-yl}-2-methylbutanamide